1-(2,7-diisopropyl-4-oxo-pyrazolo[3,4-d]pyridazin-5-yl)cyclopropanecarboxylic acid C(C)(C)N1N=C2C(=NN(C(C2=C1)=O)C1(CC1)C(=O)O)C(C)C